2-((S)-1-propenoyl-4-(6-(8-methylnaphthalen-1-yl)-2-(((S)-1-methylpyrrolidin-2-yl)methoxy)-6,7-dihydro-5H-pyrrolo[3,4-d]pyrimidin-4-yl)piperazin-2-yl)acetonitrile C(C=C)(=O)N1[C@H](CN(CC1)C=1C2=C(N=C(N1)OC[C@H]1N(CCC1)C)CN(C2)C2=CC=CC1=CC=CC(=C21)C)CC#N